(3S,5R)-1-ethyl-5-[[5-(4-hydroxy-6-methyl-2,3-dihydrobenzofuran-5-yl)oxazolo[4,5-b]pyridin-2-yl]amino]piperidin-3-ol C(C)N1C[C@H](C[C@H](C1)NC=1OC=2C(=NC(=CC2)C=2C(=CC3=C(CCO3)C2O)C)N1)O